CC(CC(C)OP(OC(C)CC(C)C)(=S)S)C O,O'-di(4-methyl-2-pentanyl)phosphorodithioic acid